BrC1=C(N=C(C=2N1N=CC2)N2CCC1(CC2)[C@@H](C=2C(=NC=CN2)C1)N)C (5S)-1'-(7-bromo-6-methyl-pyrazolo[1,5-a]pyrazin-4-yl)spiro[5,7-dihydrocyclopenta[b]pyrazine-6,4'-piperidine]-5-amine